BrC=1C(=NC(=NC1)NC1=CC=C(C=C1)S(=O)(=O)NCCOCCOCCOS(=O)(=O)C1=CC=C(C=C1)C)NC1=C(C(=CC=C1)F)C(N)=O 2-[2-[2-[[4-[[5-bromo-4-(2-carbamoyl-3-fluoro-anilino)pyrimidin-2-yl]amino]phenyl]sulfonylamino]ethoxy]ethoxy]ethyl-4-methylbenzenesulfonate